ClC1=CC=C(C=C1)C1CC(CC1)=O 3-(4-chlorophenyl)cyclopentanone